C(C1=CC=CC=C1)N(C1=C2C(=NC(=N1)Cl)N(N=C2C)[C@H]2[C@@H]([C@@H]([C@H](O2)COP(=O)(O)CP(O)(O)=O)O)O)C (((((2R,3S,4R,5R)-5-(4-(benzyl(methyl)amino)-6-chloro-3-methyl-1H-pyrazolo[3,4-d]pyrimidin-1-yl)-3,4-dihydroxytetrahydrofuran-2-yl)methoxy)(hydroxy)phosphoryl)methyl)phosphonic acid